N-(2-Hydroxyphenyl)-6-{4-[1-(propan-2-yl)piperidin-4-yl]-1,4-diazepan-1-yl}pyridine-2-carboxamide OC1=C(C=CC=C1)NC(=O)C1=NC(=CC=C1)N1CCN(CCC1)C1CCN(CC1)C(C)C